C(=C)C1=CC=C(C=C1)C(=O)C1=CC=CC=C1 1-vinyl-4-(phenyl-carbonyl)benzene